5-HYDROXY-2-(TRIFLUOROMETHOXY)PHENYLBORONIC ACID OC=1C=CC(=C(C1)B(O)O)OC(F)(F)F